2-(2,4,6-trimethylphenoxy)pyridine-3-carboxylate CC1=C(OC2=NC=CC=C2C(=O)[O-])C(=CC(=C1)C)C